FC1=CC=C(C=C1)N1C(C(=C(C=C1)I)C=O)=O 1-(4-fluorophenyl)-4-iodo-2-oxo-1,2-dihydropyridine-3-carbaldehyde